6-(hydroxymethyl)piperazin-2-one OCC1CNCC(N1)=O